N1N=CC2=CC(=CC=C12)NC1=NC=C(C(=N1)N1C=C(C=C1)C(=O)NC(CO)C1=CC=CC=C1)C 1-(2-((1H-indazol-5-yl)amino)-5-methyl-pyrimidin-4-yl)-N-(2-hydroxy-1-phenylethyl)-1H-pyrrole-3-carboxamide